FC1(CC(NC1)C(=O)N)F 4,4-difluoropyrrolidine-2-carboxamide